3-phenyl-5-((tetrahydro-2H-pyran-4-yl)methyl)-1,2,4-oxadiazole C1(=CC=CC=C1)C1=NOC(=N1)CC1CCOCC1